O=C1N(CC2=CC(=CC=C12)C1=NC2=CC=CC=C2C=C1)C1C(NC(CC1)=O)=O 3-[1-oxo-5-(quinolin-2-yl)-2,3-dihydro-1H-isoindol-2-yl]piperidine-2,6-dione